(-)-1-(3,4-difluoro-phenyl)-3-[(3S*,4R*)-4-(4-methoxyphenyl)-2-oxopyrrolidin-3-yl]urea FC=1C=C(C=CC1F)NC(=O)N[C@@H]1C(NC[C@H]1C1=CC=C(C=C1)OC)=O |o1:12,16|